C12CC(CC2C1)OC1=C(C=C(N)C=C1)Cl 4-(cis-bicyclo[3.1.0]hexan-3-yloxy)-3-chloroaniline